BrC1=CNC=2N=C(N=C(C21)C#N)N2CCC(CC2)(C)NC([O-])=O (1-(5-Bromo-4-cyano-7H-pyrrolo[2,3-d]pyrimidin-2-yl)-4-methylpiperidin-4-yl)carbamate